C(CC(C(=O)O)N)CC(=O)O The molecule is an alpha-amino acid that is adipic acid bearing a single amino substituent at position 2. An intermediate in the formation of lysine. It has a role as a mammalian metabolite and a Caenorhabditis elegans metabolite. It is an amino dicarboxylic acid and a non-proteinogenic alpha-amino acid. It is a conjugate acid of a 2-aminoadipate(2-).